N-(4,5-dichloroquinolin-8-yl)acetamide ClC1=CC=NC2=C(C=CC(=C12)Cl)NC(C)=O